FC(C=1N(C=C(N1)C=1C=CC(=NC1C)N[C@@H]1CN(CC1)C(C(C)(C1=CC(=NC=C1)OC)F)=O)C)F 1-[(3S)-3-({5-[2-(difluoromethyl)-1-methyl-1H-imidazol-4-yl]-6-methylpyridin-2-yl}amino)pyrrolidin-1-yl]-2-fluoro-2-(2-methoxypyridin-4-yl)propan-1-one